N-(Dicyclopropylmethyl)-2-(3-(5-((Dicyclopropylmethyl)Carbamoyl)-4H-1,2,4-Triazol-3-Yl)Phenyl)Oxazole-5-Carboxamide C1(CC1)C(NC(=O)C1=CN=C(O1)C1=CC(=CC=C1)C1=NN=C(N1)C(NC(C1CC1)C1CC1)=O)C1CC1